C(C)(C)(C)OP(=O)(OC(C)(C)C)OCN1C(N(CCC1=O)C=1C=C(C(=O)OCC2=CC=CC=C2)C=CC1OC)=O benzyl 3-(3-(((di-tert-butoxyphosphoryl)oxy)methyl)-2,4-dioxotetrahydropyrimidin-1(2H)-yl)-4-methoxybenzoate